Tert-butyl (R)-2-(3-chloro-4-(7-(3,4-dichlorobenzoyl)-2-(isopropylamino)-6-methyl-4-oxo-5,6,7,8-tetrahydropyrido[3,4-d]pyrimidin-3(4H)-yl)phenyl)-4-methyl-1H-imidazole-1-carboxylate ClC=1C=C(C=CC1N1C(=NC2=C(C1=O)C[C@H](N(C2)C(C2=CC(=C(C=C2)Cl)Cl)=O)C)NC(C)C)C=2N(C=C(N2)C)C(=O)OC(C)(C)C